O=C1N(C(C=C1)=O)CC(NCCCC(NCCOCCOCCC)=O)=O 1-(2,5-dioxo-2,5-dihydro-1H-pyrrol-1-yl)-2,7-dioxo-11,14-dioxa-3,8-diazaheptadecane